3-bromo-thieno[3,2-c]pyridin-4-ylamine BrC1=CSC2=C1C(=NC=C2)N